C(C)(C)(C)OC(=O)N1CC(CC1)OCCCC1=NC2=NC=CC=C2C=C1 3-(3-(1,8-naphthyridin-2-yl)propoxy)pyrrolidine-1-carboxylic acid (R)-tert-butyl ester